2-(methoxycarbonyl)aniline COC(=O)C1=C(N)C=CC=C1